C(C(=C)CC(=O)OCC#C)(=O)OCC#C di(2-propynyl) itaconate